C(CC=C)[Si](OC)(OC)CCC=C di-3-butenyldimethoxysilane